(S)-4-(3-(4,4,5,5-tetramethyl-1,3,2-dioxaborolan-2-yl)phenyl)-5,6-dihydro-4H-cyclopenta[d]thiazol-4-ol CC1(OB(OC1(C)C)C=1C=C(C=CC1)[C@]1(CCC2=C1N=CS2)O)C